NCCN1N=C2C(C(=NC=3C=C(C=CC23)C2=CC=NN2)N)=N1 2-(2-aminoethyl)-7-(1H-pyrazol-5-yl)-2H-[1,2,3]triazolo[4,5-c]quinolin-4-amine